8-((R)-pyrrolidin-2-yl)-2,6-dihydropyrido[3,4-d]pyridazine-1,7-dione N1[C@H](CCC1)C=1C(NC=C2C=NNC(C21)=O)=O